2-(4-chlorophenyl)-1-(6-(1-(3-(trifluoromethyl)phenyl)ethyl)-2,6-diazaspiro[3.3]heptan-2-yl)ethanone ClC1=CC=C(C=C1)CC(=O)N1CC2(C1)CN(C2)C(C)C2=CC(=CC=C2)C(F)(F)F